C(C)(C)(C)N1CCC(CC1)C1=CC(=CC=C1)B1OC(C(O1)(C)C)(C)C tert-butyl-4-(3-(4,4,5,5-tetramethyl-1,3,2-dioxaborolan-2-yl)phenyl)piperidine